N-(2-((4-fluoro-2-(2-fluoro-5-methylphenoxy)phenyl)amino)-2-oxoethyl)isoquinoline-8-carboxamide FC1=CC(=C(C=C1)NC(CNC(=O)C=1C=CC=C2C=CN=CC12)=O)OC1=C(C=CC(=C1)C)F